tert-butyl 4-(2-(2,7-dimethylpyrazolo[1,5-a]pyridin-5-yl)-9-fluoro-4-oxo-4H-pyrido[1,2-a][1,3,5]triazin-7-yl)-2,2-dimethylpiperazine-1-carboxylate CC1=NN2C(C=C(C=C2C)C=2N=C3N(C(N2)=O)C=C(C=C3F)N3CC(N(CC3)C(=O)OC(C)(C)C)(C)C)=C1